FC1=C(C=O)C=CC=C1CN1CCOCC1 2-fluoro-3-(morpholinomethyl)benzaldehyde